C(O)CN.C(CCCCCCC\C=C/CCCCCCCC)(=O)O Oleic acid monoethanolamine salt